N-(2-methyl-2-(3-(trifluoromethyl)phenyl)benzo[d][1,3]dioxol-5-yl)acrylamide CC1(OC2=C(O1)C=CC(=C2)NC(C=C)=O)C2=CC(=CC=C2)C(F)(F)F